ClC=1C=C(C=CC1)[C@@H]1N(C[C@H](N(C1)C(C(C)(C)C)=O)C)C(C(=O)N)=O 2-((2S,5R)-2-(3-chlorophenyl)-5-methyl-4-pivaloylpiperazin-1-yl)-2-oxoacetamide